ethyl 3-[(7R,8S)-8-[[(1S)-1-(4-methoxyphenyl)ethyl]amino]-5,6,7,8-tetrahydroquinolin-7-yl]propanoate COC1=CC=C(C=C1)[C@H](C)N[C@H]1[C@H](CCC=2C=CC=NC12)CCC(=O)OCC